3,5-di-tert-butyl-2-(1-(pyrrolidin-1-yl)-3-(p-tolyl)prop-2-yn-1-yl)phenol C(C)(C)(C)C=1C(=C(C=C(C1)C(C)(C)C)O)C(C#CC1=CC=C(C=C1)C)N1CCCC1